1,1'-azobis(N,N'-dimethylformamide) N(=NC(=O)N(C)C)C(=O)N(C)C